C1(CC1)C1=C(C(=CC(=C1)OC(F)F)C(C)C)N=C=O 1-Cyclopropyl-5-(difluoromethoxy)-2-isocyanato-3-isopropylbenzene